COCCCC(=O)O 4-methoxybutyric acid